propyl 2-[[5-[5-(trifluoromethyl)-1,2,4-oxadiazol-3-yl]-2-thienyl]methyl]-1,2,4-triazole-3-carboxylate FC(C1=NC(=NO1)C1=CC=C(S1)CN1N=CN=C1C(=O)OCCC)(F)F